NC1(CCN(CC1)C1=NC=2C(=NC=C(N2)SC=2C=C(C(=O)O)C=CC2)N1)C 3-((2-(4-amino-4-methylpiperidin-1-yl)-1H-imidazo[4,5-b]pyrazin-5-yl)thio)benzoic acid